4-chloro-2-(3-(3-methyl-2-oxoimidazolin-1-yl)piperidin-1-yl)pyrimidine-5-carbonitrile ClC1=NC(=NC=C1C#N)N1CC(CCC1)N1C(N(CC1)C)=O